7-(4-(4-chloro-6-phenyl-1,3,5-triazin-2-yl)phenyl)-7H-benzo[c]carbazole ClC1=NC(=NC(=N1)C1=CC=CC=C1)C1=CC=C(C=C1)N1C=2C=CC=CC2C=2C3=C(C=CC12)C=CC=C3